C(C)C=1C(=CC=C2C=C(C=C(C12)C1=C(C=2N=C(N=C(C2C=N1)N1C[C@@H]([C@H](CC1)O)O)OC[C@]12CCCN2C[C@@H](C1)F)F)O)F |o1:24,25| rel-(3S,4S)-1-(7-(8-Ethyl-7-fluoro-3-hydroxynaphthalen-1-yl)-8-fluoro-2-(((2R,7aS)-2-fluorotetrahydro-1H-pyrrolizin-7a(5H)-yl)methoxy)pyrido[4,3-d]pyrimidin-4-yl)piperidine-3,4-diol